(R)-2-(3-(3-((1-cyclohexylethyl)carbamoyl)-1H-pyrazol-5-yl)phenyl)-N-(pentan-3-yl)oxazole-5-carboxamide C1(CCCCC1)[C@@H](C)NC(=O)C1=NNC(=C1)C=1C=C(C=CC1)C=1OC(=CN1)C(=O)NC(CC)CC